7-(trifluoromethyl)-1-isoindolinone FC(C=1C=CC=C2CNC(C12)=O)(F)F